ClC1=C(C=CC=C1)C1CC2(C1)NC(N(C2=O)C=2C1=C(C=NC2)C=NN1C)=O 2-(2-chlorophenyl)-7-(1-methyl-1H-pyrazolo[4,3-c]pyridin-7-yl)-5,7-diazaspiro[3.4]octane-6,8-dione